ClC1=C(C=C(C=C1)NC(C(=O)C1=C(C=C(C=C1)OC1=CC=NC2=CC(=C(C=C12)C)C)Cl)=O)C(F)(F)F (4-chloro-3-(trifluoromethyl)phenyl)-2-(2-chloro-4-((6,7-dimethylquinolin-4-yl)oxy)phenyl)-2-oxoacetamide